2,3-dimethyl-7-(3-(trifluoromethyl)-1H-pyrazol-4-yl)-3,6,8,9,10,11-hexahydro-2H-pyrazolo[3,4-a]phenanthridine CN1N=C2C(=CC=C3NC(=C4CCCCC4=C23)C=2C(=NNC2)C(F)(F)F)C1C